OCC=1C=CC=2C3=C(C(NC2C1)=O)C=CN3 7-(hydroxymethyl)-1,5-dihydro-4H-pyrrolo[3,2-c]quinolin-4-one